ClC=1N=C(C2=C(N1)N(C=C2)[C@H]2[C@@H]([C@@H]([C@H](O2)COCP(O)(O)=O)O)O)NC2CCOCC2 [(2R,3S,4R,5R)-5-[2-chloro-4-(tetrahydro-pyran-4-ylamino)-pyrrolo[2,3-d]-pyrimidin-7-yl]-3,4-dihydroxy-tetrahydro-furan-2-yl]methoxy-methylphosphonic acid